FC1=C2C(=CNC2=CC=C1F)C(C(=O)Cl)=O 2-(4,5-difluoro-1H-indol-3-yl)-2-oxoacetyl chloride